(S)-2-(4-(6-((6-carbamoylpyridin-2-yl)methoxy)pyridin-2-yl)-2,5-difluorobenzyl)-1-(oxetan-2-ylmethyl)-1H-benzo[d]imidazole-6-carboxylic acid C(N)(=O)C1=CC=CC(=N1)COC1=CC=CC(=N1)C1=CC(=C(CC2=NC3=C(N2C[C@H]2OCC2)C=C(C=C3)C(=O)O)C=C1F)F